C(C1=CC=CC=C1)NC1=C2N=CN(C2=NC(=N1)C=1C=NC=C(C1)OC)[C@H]1[C@@H]([C@@H]([C@H](O1)C(=O)NCC(F)(F)F)O)O (2S,3S,4R,5R)-5-(6-(benzylamino)-2-(5-methoxypyridin-3-yl)-9H-purin-9-yl)-3,4-dihydroxyl-N-(2,2,2-trifluoroethyl)tetrahydrofuran-2-formamide